(2-((((9H-fluoren-9-yl)methoxy)carbonyl)amino)acetamide) methyl-acetate COC(C)=O.C1=CC=CC=2C3=CC=CC=C3C(C12)COC(=O)NCC(=O)N